NC1CCC(CC1)CNC1=CC=C(C=C1)N1CC(N(C(C1)C)CC)C N-(((1r,4r)-4-aminocyclohexyl)methyl)-4-(4-ethyl-3,5-dimethylpiperazin-1-yl)aniline